C(C)(C)(C)C1N2C(C3=CC(=C(C=C3C1)C1=NN=CN1CCCO)OC)=CC(C(=C2)C(=O)O)=O 6-tert-butyl-9-[4-(3-hydroxypropyl)-4H-1,2,4-triazol-3-yl]-10-methoxy-2-oxo-6,7-dihydro-2H-pyrido[2,1-a]isoquinoline-3-carboxylic acid